cis-N-ethyl-2-((3'-methylbiphenyl-3-yl)methyl)-3-((methylsulfonyl)amino)piperidine-1-carboxamide C(C)NC(=O)N1[C@H]([C@H](CCC1)NS(=O)(=O)C)CC=1C=C(C=CC1)C1=CC(=CC=C1)C